tert-butyl 6-(4-(2-(trifluoromethoxy)phenyl)piperidin-1-yl)-2-azaspiro[3.4]octane-2-carboxylate FC(OC1=C(C=CC=C1)C1CCN(CC1)C1CC2(CN(C2)C(=O)OC(C)(C)C)CC1)(F)F